BrC=1C(=CC2=C(N(C=N2)C2=CC=C(C(=N2)N2N=C(C=C2C)C#N)C(C)O)C1)N1CCN(CC1)C1COC1 1-[6-[6-bromo-5-[4-(oxetan-3-yl)piperazin-1-yl]benzimidazol-1-yl]-3-(1-hydroxyethyl)-2-pyridinyl]-5-methyl-pyrazole-3-carbonitrile